CC1C(O1)C2=CC=C(C=C2)OC epoxyanethole